N1=CC(=C2N1C=CC=N2)C(=O)ONC2(CC2)C2=C(C=CC(=C2)F)OCC2(CC2)N ((1-(2-((1-aminocyclopropyl) methoxy)-5-fluorophenyl) cyclopropyl) amino) pyrazolo[1,5-a]pyrimidine-3-carboxylate